C1(CCCC1)NC(OC1=CC(=C(C=C1)OC)C=1C=NC=C(C1)C1=CC=NO1)=O 3-(5-(isoxazol-5-yl)pyridin-3-yl)-4-methoxyphenyl cyclopentylcarbamate